O=C1NC(CCC1N1CC2=C(C=C(C=C2C1=O)CN(C(O)=O)C1=CC(=CC(=C1)C)C)F)=O.NC=1C=CC(=C(C1)C=1C2=C(C(N(C1)C)=O)C=CS2)OC2=C(C=C(C=C2)F)F 7-(5-amino-2-(2,4-difluorophenoxy)phenyl)-5-methylthieno[3,2-c]pyridin-4(5H)-one (2-(2,6-dioxopiperidin-3-yl)-7-fluoro-3-oxoisoindolin-5-yl)methyl-(3,5-dimethylphenyl)carbamate